methyl 1-[[4-[2-(2-amino-3-pyridyl)-5-phenyl-imidazo[4,5-b]pyridin-3-yl]phenyl]carbamoyl]pyrrolidine-3-carboxylate NC1=NC=CC=C1C1=NC=2C(=NC(=CC2)C2=CC=CC=C2)N1C1=CC=C(C=C1)NC(=O)N1CC(CC1)C(=O)OC